tert-butyl N-[(trans)-3-[2-(imidazol-1-yl)-5H,6H,7H-cyclopenta[d]pyrimidine-4-amido]cyclobutyl]carbamate N1(C=NC=C1)C=1N=C(C2=C(N1)CCC2)C(=O)N[C@@H]2C[C@H](C2)NC(OC(C)(C)C)=O